N-(3-(2-(4-methyl-2,3-dihydrobenzo[1,4]oxazin-6-yl)amino-5-fluoropyrimidin-4-ylamino)phenyl)acrylamide CN1CCOC2=C1C=C(C=C2)NC2=NC=C(C(=N2)NC=2C=C(C=CC2)NC(C=C)=O)F